2-(1H-Benzo[d]imidazol-5-yl)-3-(4-methoxyphenyl)isoindolin-1-on N1C=NC2=C1C=CC(=C2)N2C(C1=CC=CC=C1C2C2=CC=C(C=C2)OC)=O